C1(C(C(C(C(C1O)O)O)O)O)O 1D-myo-inositol